COC1=CC=C(C=C1)N1N=CC=2C(C1=O)=C(N(C2C)C2=CC=CC=C2)C 2-(4-Methoxyphenyl)-5,7-dimethyl-6-phenyl-2,6-dihydro-1H-pyrrolo[3,4-d]pyridazin-1-one